((((2R,3S,4R,5R)-5-(6-chloro-4-((((S)-tetrahydrofuran-2-yl)methyl)amino)-1H-pyrazolo[3,4-d]pyrimidin-1-yl)-3,4-dihydroxytetrahydrofuran-2-yl)methoxy)methyl)phosphonic acid ClC1=NC(=C2C(=N1)N(N=C2)[C@H]2[C@@H]([C@@H]([C@H](O2)COCP(O)(O)=O)O)O)NC[C@H]2OCCC2